5-tert-butyl-1,3,4-oxadiazole-2-carboxylic acid {(R)-2-(2-hydroxy-2-methyl-propyl)-8-[2-(1-methyl-1H-pyrazol-4-ylamino)-pyrimidin-4-yl]-2,3,4,5-tetrahydro-1H-2-benzazepine-5-yl}-amide OC(CN1CC2=C([C@@H](CC1)NC(=O)C=1OC(=NN1)C(C)(C)C)C=CC(=C2)C2=NC(=NC=C2)NC=2C=NN(C2)C)(C)C